((3aR,4R,6R,6aS)-6-(4-chloro-5-fluoro-7H-pyrrolo[2,3-d]pyrimidin-7-yl)-2,2-dimethyltetrahydro-4H-cyclopenta[d][1,3]dioxol-4-yl)(4-fluorophenyl)methanol ClC=1C2=C(N=CN1)N(C=C2F)[C@@H]2C[C@@H]([C@@H]1[C@H]2OC(O1)(C)C)C(O)C1=CC=C(C=C1)F